N,N'-bis(4'-aminophenyl)1,3-diaminopropanol NC1=CC=C(C=C1)NC(CCNC1=CC=C(C=C1)N)O